ClC=1C=C(C=CC1)C#C\C=C/1\C(CN(CC1)C(=O)NC1=CC(=CC=C1)C)(C)C (4E)-4-[3-(3-chlorophenyl)prop-2-yn-1-ylidene]-3,3-dimethyl-N-(3-methylphenyl)piperidine-1-carboxamide